C(CC)C1=C(C(=C(O1)C(=O)O)C(=O)O)CCC dipropyl-furandicarboxylic acid